ClC1=CC=C(C=C1)C=1CC2(COC2)CCC1C(=O)OC methyl 6-(4-chlorophenyl)-2-oxaspiro[3.5]non-6-ene-7-carboxylate